CN1N=CC(=C1)N1N=C(CC(C1=O)C(=O)OC)C1=CC=C(C=C1)OC(F)(F)F methyl 2-(1-methyl-1H-pyrazol-4-yl)-3-oxo-6-[4-(trifluoromethoxy) phenyl]-2,3,4,5-tetrahydropyridazine-4-carboxylate